1-(5-bromopyridin-2-yl)-2-fluoroethane-1-ol BrC=1C=CC(=NC1)C(CF)O